2-[[4-[[(4-chlorophenyl)methyl-carbamoyl]methyl]-6-(4-sulfamoylbenzylamino)-2-pyrimidinyl]amino]-4-methyl-5-thiazolecarboxylic acid ethyl ester C(C)OC(=O)C1=C(N=C(S1)NC1=NC(=CC(=N1)CC(NCC1=CC=C(C=C1)Cl)=O)NCC1=CC=C(C=C1)S(N)(=O)=O)C